COC(=O)C1=C(C2=C(NC(C(N2C2=CC=C3C=CN(C3=C2)C2=CC=CC=C2)=O)=O)S1)C(F)(F)F Methyl-2,3-dioxo-1-(1-phenyl-1H-indol-6-yl)-7-(trifluoromethyl)-1,2,3,4-tetrahydrothieno[2,3-b]pyrazine-6-carboxylate